C(#N)C1=CC(=C(COC2=CC=CC(=N2)[C@]23CCN(C[C@@H]3C2)CC2=NC3=C(N2CC2=CN=CN2CC)C=C(C=C3)C(=O)O)C=C1)F ((1R,6S)-(6-(6-((4-cyano-2-fluorobenzyl)oxy)pyridin-2-yl)-3-azabicyclo[4.1.0]heptan-3-yl)methyl)-1-((1-ethyl-1H-imidazol-5-yl)methyl)-1H-benzo[d]imidazole-6-carboxylic acid